Triazole-4,5-dicarboxylic acid N1N=NC(=C1C(=O)O)C(=O)O